[2H]C([C@](C(N1C=CC2=CC(=CC=C12)OC([2H])([2H])[2H])([2H])[2H])(N(C)C)[2H])([2H])[2H] |r| (R/S)-1,1,1,2,3,3-hexadeuterio-N,N-dimethyl-3-[5-(trideuteriomethoxy)indol-1-yl]propan-2-amine